3-(4-methyl-2-(N-methylacetamido)pentanamido)-4-oxobutan CC(CC(C(=O)NC(CC)C=O)N(C(C)=O)C)C